5-(1'-((R)-3-(4-amino-3-(4-phenoxyphenyl)-1H-pyrazolo[3,4-d]pyrimidin-1-yl)-[1,4'-bipiperidine]-1'-carbonyl)-[1,4'-bipiperidin]-4-yl)-2-(2,6-dioxopiperidin-3-yl)isoindoline-1,3-dione NC1=C2C(=NC=N1)N(N=C2C2=CC=C(C=C2)OC2=CC=CC=C2)[C@H]2CN(CCC2)C2CCN(CC2)C(=O)N2CCC(CC2)N2CCC(CC2)C=2C=C1C(N(C(C1=CC2)=O)C2C(NC(CC2)=O)=O)=O